CC(CC)(C)C1C(CCCC1)(OC)OOC1(C(CCCC1)C(CC)(C)C)OC 1,1-dimethyl-propyl-1-methoxycyclohexylperoxide